O=C1N([C@@H]2CC[C@@H](N1C2)C(=O)N)OS(=O)(=O)O.[Na] sodium trans-7-oxo-6-(sulfooxy)-1,6-diazabicyclo[3.2.1]octane-2-carboxamide